(2S,3R,4aR,9aR)-7-((E)-3-hydroxy-5-((1-methyl-1H-1,2,3-triazol-4-yl)methoxy)-4-(3-methylbut-2-en-1-yl)styryl)-5-methoxy-1,1,4a-trimethyl-2,3,4,4a,9,9a-hexahydro-1H-xanthene-2,3-diol OC=1C=C(/C=C/C2=CC(=C3O[C@@]4(C[C@H]([C@H](C([C@H]4CC3=C2)(C)C)O)O)C)OC)C=C(C1CC=C(C)C)OCC=1N=NN(C1)C